[18F]CCC=1C=C(C[C@H](N)C(=O)O)C=CC1OC 3-[2-(18F)fluoroethyl]-O-methyltyrosine